Lutetium Yttrium Ortho-Silicate [Si]([O-])([O-])([O-])[O-].[Y+3].[Lu+3]